O[C@H](CS(=O)(=O)NC1CC(C1)N(C=1C2=C(N=CN1)NC=C2)C)C (S)-2-hydroxy-N-(3-(methyl(7H-pyrrolo[2,3-d]pyrimidin-4-yl)amino)cyclobutyl)propane-1-sulfonamide